FC1=CC=2NC(=CC2S1)C(=O)N(C)[C@@H]1COCC=2NC(C=3C=C(C=CC3C21)F)=O (S)-2-fluoro-N-(8-fluoro-6-oxo-1,4,5,6-tetrahydro-2H-pyrano[3,4-c]isoquinolin-1-yl)-N-methyl-4H-thieno[3,2-b]pyrrole-5-carboxamide